C=C1CCCC=2C3=CC=CC=C3CC12 MethyleneTetrahydrofluorene